COC=1C(=CC2=CN(N=C2C1)C1CCC(CC1)C=O)NC(=O)C1=NC(=CC=C1)C(F)(F)F N-{6-methoxy-2-[(1r,4r)-4-formylcyclohexyl]indazol-5-yl}-6-(trifluoromethyl)pyridine-2-carboxamide